methyl 2-((2S,6R)-2-(1-cyclopropyl-1H-pyrazol-4-yl)-6-methylmorpholino)-7-methyl-4-(3-(trifluoromethyl)bicyclo[1.1.1]pentan-1-yl)pyrido[2,3-d]pyrimidine-6-carboxylate C1(CC1)N1N=CC(=C1)[C@@H]1O[C@@H](CN(C1)C=1N=C(C2=C(N1)N=C(C(=C2)C(=O)OC)C)C21CC(C2)(C1)C(F)(F)F)C